7-propyl-xanthine C(CC)N1C=NC=2NC(NC(C12)=O)=O